CC1=C(C=CC=C1)C=1C=NNC1 4-o-methylphenyl-pyrazole